IC=1N(C2=CC=CC(=C2C1)NC1CCN(CCC1)C(=O)OC(C)(C)C)CC(F)(F)F tert-butyl 4-((2-iodo-1-(2,2,2-trifluoroethyl)-1H-indol-4-yl)amino)azepane-1-carboxylate